C(=O)O.CC(C(O)=O)(NCNC(CCCCCCCCCCC)=O)NC(=N)N methylguanidino-17-methyl-1-oxa-4,6-diazaheptadecane-2,7-dione formate